bis(2-hydroxyethyl)tris(hydroxymethyl)methane-hydrochloride Cl.OCCC(O)(C(CO)CO)CCO